decane-3,7-dione CCC(CCCC(CCC)=O)=O